OCC1CCN(CC1)C=1C=C(C=CC1)S(=O)(=O)N1CCC(CC1)NC(OC(C)(C)C)=O tert-butyl (1-((3-(4-(hydroxymethyl)piperidin-1-yl)phenyl)sulfonyl)piperidin-4-yl)carbamate